4-(2-(benzyloxy)ethoxy)-2-methoxy-N-(5-(thiophen-2-yl)-1,3,4-oxadiazol-2-yl)benzeneFormamide C(C1=CC=CC=C1)OCCOC1=CC(=C(C=C1)C(=O)NC=1OC(=NN1)C=1SC=CC1)OC